N(C(=N)N)CCN1N=NC(=C1)CSC1=CC=C(C=C1)OC 1-[2-(guanidino)ethyl]-4-[(4-methoxyphenyl)thiomethyl]-1H-1,2,3-triazole